3-[(S)-4-(4-bromo-3-chloro-phenyl)-5-isopropyl-4-methyl-2-oxo-3,4-dihydro-2H-pyrimidin-1-yl]-bicyclo[1.1.1]pentane-1-carboxylic acid methyl ester COC(=O)C12CC(C1)(C2)N2C(N[C@@](C(=C2)C(C)C)(C)C2=CC(=C(C=C2)Br)Cl)=O